BrC=1C=CC2=C(CNCCO2)C1 7-bromo-2,3,4,5-tetrahydrobenzo[f][1,4]oxazepine